oxolane-2-ol O1C(CCC1)O